(2S)-N-(4-fluorophenyl)-N-methyl-1-[6-(trifluoromethyl)pyridin-2-yl]pyrrolidine-2-carboxamide FC1=CC=C(C=C1)N(C(=O)[C@H]1N(CCC1)C1=NC(=CC=C1)C(F)(F)F)C